ClC1=C(C2=C(NC(O[C@@]23CN(CCC3)C(=O)C3=CN=C(N3)[C@@H](C(F)(F)F)C3=CC=C(C=C3)F)=O)C=C1)F (R)-6-chloro-5-fluoro-1'-(2-((S)-2,2,2-trifluoro-1-(4-fluorophenyl)ethyl)-1H-imidazole-5-carbonyl)spiro[benzo[d][1,3]oxazine-4,3'-piperidin]-2(1H)-one